CC=1N=NC=C(C1[C@H](C)OC=1C=C2C(=NNC2=CC1)C=1C=C(C#N)C=C(C1)N1CCN(CC1)C)C 3-[5-[(1S)-1-(3,5-dimethylpyridazin-4-yl)ethoxy]-1H-indazol-3-yl]-5-(4-methylpiperazin-1-yl)benzonitrile